(S)-1-Benzyl-N-(3-(3-bromophenyl)-1-(methylamino)-1-oxopropan-2-yl)-3-(4-cyanophenyl)-1H-pyrazole-5-carboxamide C(C1=CC=CC=C1)N1N=C(C=C1C(=O)N[C@H](C(=O)NC)CC1=CC(=CC=C1)Br)C1=CC=C(C=C1)C#N